1-(5-chloro-4-cyclopropyl-pyrazol-1-yl)cyclopropanecarboxylic acid methyl ester COC(=O)C1(CC1)N1N=CC(=C1Cl)C1CC1